COC(=O)[C@H]1C[C@H](NCC1)C1=CC=CC=C1 |r| racemic-(2S,4R)-2-phenylpiperidine-4-carboxylic acid methyl ester